[N+](=O)([O-])C=1C=C(C=CC1OC[C@@H]1CN(CC1)C1COC1)S(=O)(=O)NC(C1=C(C=CC=C1)OC=1C=C2C(=NC1)NC=C2)=O N-[(3-nitro-4-{[(3S)-1-oxetan-3-ylpyrrolidin-3-yl]methoxy}phenyl)sulfonyl]-2-(1H-pyrrolo[2,3-b]pyridin-5-yloxy)benzamide